C1(CC1)S(=O)(=O)NC=1SC=C(N1)C(C)(C)NC(C1=C(C=C(C=C1)C1=NC(=CN=C1)OCC)C(F)(F)F)=O N-(2-(2-(cyclopropanesulfonamido)thiazol-4-yl)propan-2-yl)-4-(6-ethoxypyrazin-2-yl)-2-(trifluoromethyl)benzamide